tert-butyl-2-((4-(tert-butyl)phenyl)(2-(cyclohexylamino)-2-oxo-1-(pyridin-3-yl)ethyl)carbamoyl)-5,5-difluoropiperidine-1-carboxylate C(C)(C)(C)OC(=O)N1C(CCC(C1)(F)F)C(N(C(C(=O)NC1CCCCC1)C=1C=NC=CC1)C1=CC=C(C=C1)C(C)(C)C)=O